N-(5-((6-((S)-3-(2-chloro-3-fluorobenzyl)isoxazolidine-2-yl)pyrimidine-4-yl)amino)-2-(4-((R)-4-cyclopropyl-3-methylpiperazine-1-yl)piperidine-1-yl)-4-methoxy-phenyl)acrylamide ClC1=C(C[C@@H]2N(OCC2)C2=CC(=NC=N2)NC=2C(=CC(=C(C2)NC(C=C)=O)N2CCC(CC2)N2C[C@H](N(CC2)C2CC2)C)OC)C=CC=C1F